4-bromo-2-(3-hydroxy-3-(6-methoxypyridin-3-yl)propyl)-6-methoxyphenol BrC1=CC(=C(C(=C1)OC)O)CCC(C=1C=NC(=CC1)OC)O